4-(2,6-dimethoxypyridin-3-yl)-7-methoxy-1H-1,3-benzodiazol COC1=NC(=CC=C1C1=CC=C(C=2NC=NC21)OC)OC